5-bromo-2-((4-methoxybenzyl)oxy)pyrimidine 4-((2-(Dimethylamino)ethyl)(methyl)carbamoyl)benzyl-(1-hydroxy-7-methyl-1,3-dihydrobenzo[c][1,2]oxaborole-6-carbonyl)-L-valinate CN(CCN(C(=O)C1=CC=C(CN([C@@H](C(C)C)C(=O)O)C(=O)C=2C=CC3=C(B(OC3)O)C2C)C=C1)C)C.BrC=1C=NC(=NC1)OCC1=CC=C(C=C1)OC